The molecule is an unsaturated fatty acyl-CoA that results from the formal condensation of the thiol group of coenzyme A with the carboxy group of (8Z,11Z,14Z,17Z,20Z)-hexacosapentaenoic acid. It is an unsaturated fatty acyl-CoA and a very long-chain fatty acyl-CoA. It derives from an (8Z,11Z,14Z,17Z,20Z)-hexacosapentaenoic acid. It is a conjugate acid of an (8Z,11Z,14Z,17Z,20Z)-hexacosapentaenoyl-CoA(4-). CCCCC/C=C\\C/C=C\\C/C=C\\C/C=C\\C/C=C\\CCCCCCC(=O)SCCNC(=O)CCNC(=O)[C@@H](C(C)(C)COP(=O)(O)OP(=O)(O)OC[C@@H]1[C@H]([C@H]([C@@H](O1)N2C=NC3=C(N=CN=C32)N)O)OP(=O)(O)O)O